3-chloro-2-(1-isopropyl-4-methyl-1H-pyrazol-5-yl)-4-(4-(1-methyl-4-(trifluoromethyl)-1H-imidazol-2-yl)benzyl)-6,7-dihydropyrazolo[1,5-a]pyrimidin-5(4H)-one ClC=1C(=NN2C1N(C(CC2)=O)CC2=CC=C(C=C2)C=2N(C=C(N2)C(F)(F)F)C)C2=C(C=NN2C(C)C)C